ClC1=NC=CC2=C(C=CC=C12)S(=O)(=O)N1CCC2=CC(=CC=C12)O 1-[(1-chloro-5-isoquinolyl)sulfonyl]indolin-5-ol